Nerolidyl E-acetate C(C)(=O)OC(C)(C=C)CCC=C(C)CCC=C(C)C